BrC1=C(C#N)C=C(C=N1)C1=CC=CC=C1 2-bromo-5-phenylnicotinonitrile